FC1=CC(=C2C=C(NC2=C1F)C)C 6,7-difluoro-2,4-dimethyl-indol